C[C@@H](CC(=O)O)O The molecule is the S-enantiomer of 3-hydroxybutyric acid; a normal human metabolite, that has been found elevated in geriatric patients remitting from depression. It is a conjugate acid of a (S)-3-hydroxybutyrate. It is an enantiomer of a (R)-3-hydroxybutyric acid.